ClC=1C=NN(C1C1=NN2C(N(C(CC2)=O)CC2=CC=C(C=C2)N2N=C(C=C2OC)C(F)(F)F)=C1)C(C)C 2-(4-chloro-1-isopropyl-1H-pyrazol-5-yl)-4-(4-(5-methoxy-3-(trifluoromethyl)-1H-pyrazol-1-yl)benzyl)-6,7-dihydropyrazolo[1,5-a]pyrimidin-5(4H)-one